4-(3-bromophenyl)-2,6-dimethyltetrahydro-2H-pyran-4-carbonitrile BrC=1C=C(C=CC1)C1(CC(OC(C1)C)C)C#N